C(C)(=O)C=1C=C(C=CC1)NC(=O)NC=1C=C2C(N(C(N(C2=CC1)CCN1CCCCC1)=O)CCN1CCN(CC1)C)=O 1-(3-acetylphenyl)-3-(3-(2-(4-methylpiperazin-1-yl)ethyl)-2,4-dioxo-1-(2-(piperidin-1-yl)ethyl)-1,2,3,4-tetrahydroquinazolin-6-yl)urea